COC1=CC=C(CN2N=CC=C(C2=O)C2=NC(=NC=C2)SC)C=C1 2-(4-methoxybenzyl)-4-(2-(methylthio)pyrimidin-4-yl)pyridazin-3(2H)-one